methyl ({2-fluoro-4-methyl-5-[(2,2,2-trifluoroethyl)sulfanyl]phenyl}carbamothioyl)carbamate FC1=C(C=C(C(=C1)C)SCC(F)(F)F)NC(=S)NC(OC)=O